C(C)N(C=O)CC Diethylformamid